CC1(OC2C(O1)C(=CC2)C=O)C 2,2-dimethyl-3a,6a-dihydro-4H-cyclopenta[d][1,3]Dioxole-6-carbaldehyde